alanyl-prolyl-para-nitroaniline N[C@@H](C)C(=O)N1[C@@H](CCC1)C(=O)NC1=CC=C(C=C1)[N+](=O)[O-]